5-((3-acrylamido-4-fluorobenzyl)amino)-7-((3,5-dimethoxyphenyl)amino)imidazo[1,2-c]pyrimidine-8-amide C(C=C)(=O)NC=1C=C(CNC2=NC(=C(C=3N2C=CN3)C(=O)N)NC3=CC(=CC(=C3)OC)OC)C=CC1F